(1RS)-1-[6-(3-cyclopropyl-2-fluorophenoxy)-5-[(5RS)-5-[(2,4-dichlorophenyl)methyl]-5,6-dihydro-4H-1,2,4-oxadiazin-3-yl]pyridazin-3-yl]-ethanol C1(CC1)C=1C(=C(OC2=C(C=C(N=N2)[C@@H](C)O)C2=NOC[C@H](N2)CC2=C(C=C(C=C2)Cl)Cl)C=CC1)F |r|